N1C=C(C2=CC=CC=C12)NC(=O)NC1=CC2=C(SCCN2C2=CC=CC=C2)C=C1 1-(1H-indol-3-yl)-3-(4-phenyl-3,4-dihydro-2H-benzo[b][1,4]thiazin-6-yl)urea